2-((1-oxaspiro[4.4]nonan-6-yl)amino)-N-(3-fluoro-4-(piperidin-1-yl)phenyl)-5-methyloxazole-4-carboxamide O1CCCC12C(CCC2)NC=2OC(=C(N2)C(=O)NC2=CC(=C(C=C2)N2CCCCC2)F)C